(2S,4R)-N-((R)-1-(2',6'-difluoro-[1,1'-biphenyl]-4-yl)-2-hydroxyethyl)-4-hydroxypyrrolidine-2-carboxamide FC1=C(C(=CC=C1)F)C1=CC=C(C=C1)[C@H](CO)NC(=O)[C@H]1NC[C@@H](C1)O